FC1=CC=C(C=C1)C1(C=CC2=C(O1)C=1C=CC=CC1C1=C2C(C2=C(C=C(C=C21)Br)Br)(C)C)C2=CC=C(C=C2)N2CCCCC2 3-(4-fluorophenyl)-3-(4-(piperidin-1-yl)phenyl)-10,12-dibromo-13,13-dimethyl-3H,13H-indeno[2',3':3,4]naphtho[1,2-b]pyran